methyl (2R,3R,4R)-4-(benzoyloxy)-3-hydroxytetrahydrofuran-2-carboxylate methyl-(2R,3R,4R)-3-(benzoyloxy)-4-hydroxytetrahydrofuran-2-carboxylate COC(=O)[C@@H]1OC[C@H]([C@H]1OC(C1=CC=CC=C1)=O)O.C(C1=CC=CC=C1)(=O)O[C@H]1[C@H]([C@@H](OC1)C(=O)OC)O